9-bromo-1,1-bis(((Z)-oct-5-en-1-yl)oxy)nonane BrCCCCCCCCC(OCCCC\C=C/CC)OCCCC\C=C/CC